3-methyl-5-phenyl-1,4-bis(phenylsulfonyl)-1H-pyrazole CC1=NN(C(=C1S(=O)(=O)C1=CC=CC=C1)C1=CC=CC=C1)S(=O)(=O)C1=CC=CC=C1